C(C)(C)(C)OC(=O)N1CC2(C1)CC(C2)NC2=NC=C(C(=N2)C2=CNC1=C(C(=CC=C21)F)Br)C(F)(F)F 6-((4-(7-bromo-6-fluoro-1H-indol-3-yl)-5-(trifluoromethyl)pyrimidin-2-yl)amino)-2-azaspiro[3.3]heptane-2-carboxylic acid tert-butyl ester